N-(5-Cyclopropyl-1H-pyrazol-3-yl)-2-[(3S,4S)-3-fluoro-4-(methylaminomethyl)pyrrolidin-1-yl]pyrimidin-4-amine C1(CC1)C1=CC(=NN1)NC1=NC(=NC=C1)N1C[C@H]([C@H](C1)CNC)F